C(C1=CC=CC=C1)OCCNC([C@H](C)NC(OC(C)(C)C)=O)=O tert-butyl (S)-(1-((2-(benzyloxy)ethyl)amino)-1-oxopropan-2-yl)carbamate